C(C)(C)(C)OC(C1=C(C=CC=C1)S(=O)(=O)OC(C)(C)C)=O.BrC(C(=O)C1=CC(=CC=C1)Cl)(F)Br 2,2-dibromo-2-fluoro-1-(3-chlorophenyl)ethan-1-one tert-butyl-2-(tert-butoxysulfonyl)-benzoate